C1(CC1)N1N=C(C2=C1N(C([C@@H]([C@@H]2C2CC2)NC(C2=CC(=CC=C2)C(F)(F)F)=O)=O)CC)C(=O)O (4R,5R)-1,4-dicyclopropyl-7-ethyl-6-oxo-5-(3-(trifluoromethyl)benzamido)-4,5,6,7-tetrahydro-1H-pyrazolo[3,4-b]pyridine-3-carboxylic acid